FC1=CC=C(C=C1)C1=CC=NO1 5-(4-fluoro-phenyl)-isoxazole